2-(2,3-Dihydroxypropyl)-6-(hydroxymethyl)pyrrolo[3,4-f]isoindole-1,3,5,7(2H,6H)-tetraone OC(CN1C(C2=CC=3C(N(C(C3C=C2C1=O)=O)CO)=O)=O)CO